(S)-5,5'-bis(bis[3,5-di-tert-butyl-4-methoxyphenyl]phosphino)-4,4'-bi-1,3-benzodioxole C(C)(C)(C)C=1C=C(C=C(C1OC)C(C)(C)C)P(C1=C(C2=C(OCO2)C=C1)C1=C(C=CC=2OCOC21)P(C2=CC(=C(C(=C2)C(C)(C)C)OC)C(C)(C)C)C2=CC(=C(C(=C2)C(C)(C)C)OC)C(C)(C)C)C2=CC(=C(C(=C2)C(C)(C)C)OC)C(C)(C)C